CC1(COC2=C(O1)C=CC(=C2)C(C)N2C[C@@H](N(C[C@H]2C)C=2C=1C(N(C(C2)=O)C)=CN(N1)CC#N)C)C 2-(7-((2S,5R)-4-(1-(2,2-dimethyl-2,3-dihydrobenzo[b][1,4]dioxin-6-yl)ethyl)-2,5-dimethylpiperazin-1-yl)-4-methyl-5-oxo-4,5-dihydro-2H-pyrazolo[4,3-b]pyridin-2-yl)acetonitrile